C(C)(=O)N1[C@H](CCC2=C(C(=CC=C12)C=1C=NN(C1)C1CCN(CC1)C(=O)OC(C)(C)C)N(C1=CC=CC=C1)C(=O)OC(C)(C)C)C tert-butyl (S)-4-(4-(1-acetyl-5-((tert-butoxycarbonyl)(phenyl)amino)-2-methyl-1,2,3,4-tetrahydroquinolin-6-yl)-1H-pyrazol-1-yl)piperidine-1-carboxylate